ethyl-methoxypropene C(C)C(=CC)OC